lithium (dimethylamino)trihydroborate [Li+].[B-]N(C)C